2-(2-Fluoro-4-(6-(4-methylbenzyloxy)pyridin-2-yl)benzyl)-1-((tetrahydrofuran-2-yl)methyl)-1H-benzo[d]imidazole-6-carboxylic acid FC1=C(CC2=NC3=C(N2CC2OCCC2)C=C(C=C3)C(=O)O)C=CC(=C1)C1=NC(=CC=C1)OCC1=CC=C(C=C1)C